6-chloro-benzo[d]thiazol-2-amine ClC1=CC2=C(N=C(S2)N)C=C1